FC1=C(C=CC=C1)C(C(=O)C1=C(C=NC=C1)F)=O 1-(2-fluorophenyl)-2-(3-fluoropyridin-4-yl)ethane-1,2-dione